N-dimethylaminomethyleneamino-1-methyl-7-[4-(2-tetrahydropyran-4-yloxyethoxy)phenoxy]indazole-5-carboxamide CN(C)C=NNC(=O)C=1C=C2C=NN(C2=C(C1)OC1=CC=C(C=C1)OCCOC1CCOCC1)C